1-chloro-2,3,3,3-tetrafluoroprop-1-ene ClC=C(C(F)(F)F)F